ClC=1C=C(C=CC1)C1=CNC=2N=CN=C(C21)N2CCC(CC2)C 5-(3-chlorophenyl)-4-(4-methylpiperidin-1-yl)-7H-pyrrolo[2,3-d]pyrimidine